C(=O)(O)C(O)C(O)C(=O)O.C(C)(C)(C)NC[C@H](O)C=1C=NC=C(C1)F.C(C)(C)(C)NC[C@H](O)C=1C=NC=C(C1)F (R)-2-(tert-butylamino)-1-(5-fluoropyridin-3-yl)-ethan-1-ol hemitartrate